trans-3-fluoro-5-[[4-[(3S)-3-pyrazin-2-ylisoxazolidine-2-carbonyl]cyclohexyl]methoxy]benzonitrile FC=1C=C(C#N)C=C(C1)OC[C@@H]1CC[C@H](CC1)C(=O)N1OCC[C@H]1C1=NC=CN=C1